1,3,5-tris(p-acetylphenyl)benzene C(C)(=O)C1=CC=C(C=C1)C1=CC(=CC(=C1)C1=CC=C(C=C1)C(C)=O)C1=CC=C(C=C1)C(C)=O